C(C)N(P(O)(O)(CC1=CC=CC=C1)CC1=CC=CC=C1)CC dibenzyl-phosphorous acid (diethylamide)